ClC=1C(=CC2=CNCN=C2C1)[N+](=O)[O-] 7-chloro-6-nitro-3H-quinazoline